benzyl 4-((1s,4s)-4-hydroxycyclohexyl)piperazine-1-carboxylate OC1CCC(CC1)N1CCN(CC1)C(=O)OCC1=CC=CC=C1